(2R)-2-methylpyrrolidine hydrochloride Cl.C[C@H]1NCCC1